5,6-diamino-1,3-dimethylpyrimidine-2,4(1H,3H)-dione NC=1C(N(C(N(C1N)C)=O)C)=O